ClC1=NC(=NC=N1)NC1=C(C=CC=C1)NS(=O)(=O)C N-[2-[(4-chloro-1,3,5-triazin-2-yl)amino]phenyl]methanesulfonamide